CN(CCCCCCCC(=O)N(CCCCCCCCCC)CCCCCCCCCC)CCCCCCCC(=O)N(CCCCCCCCCC)CCCCCCCCCC 8,8'-(Methylazanediyl)bis(N,N-didecyl-octanoamide)